9-bromo-2-(isoindolin-2-yl)-7-methyl-4H-pyrido[1,2-a]pyrimidin-4-one BrC1=CC(=CN2C1=NC(=CC2=O)N2CC1=CC=CC=C1C2)C